FC(C1=CC=CC(=N1)C(=O)NC1=CC=2N(C=C1C(=O)OCC)N=C(C2)C2CCOCC2)F ethyl 5-[[6-(difluoromethyl)pyridine-2-carbonyl] amino]-2-tetrahydropyran-4-yl-pyrazolo[1,5-a]pyridine-6-carboxylate